(E)-1-chlorobut-2-ene ClC\C=C\C